(4aR,5aR)-2-(5-Fluoropyridin-2-yl)-3-(1H-pyrazolo[3,4-b]pyridin-4-yl)-4,4a,5,5a-tetrahydrocyclopropa[4,5]pyrrolo[1,2-b]pyrazole FC=1C=CC(=NC1)C=1C(=C2N(N1)[C@H]1[C@@H](C2)C1)C1=C2C(=NC=C1)NN=C2